2-(1-methyl-2-oxo-2,3-dihydro-1H-pyrido[2,3-b][1,4]thiazin-3-yl)-N-(pyridin-2-ylmethyl)acetamide CN1C2=C(SC(C1=O)CC(=O)NCC1=NC=CC=C1)N=CC=C2